C(C)(C)(C)NS(=O)C=1SC2=C(N1)C=CC=C2 N-(t-Butyl)-2-benzothiazolylsulfanamide